6-chloro-3-morpholinosulfonyl-quinolin-4-ol ClC=1C=C2C(=C(C=NC2=CC1)S(=O)(=O)N1CCOCC1)O